C(C)[C@H]1P([C@@H](CC1)CC)C1=C(C=CC=C1)P1[C@@H](CC[C@H]1CC)CC 1,2-bis((2R,5R)-2,5-diethylphospholane-1-yl)benzene